[Na+].[Na+].C(CCCCCCC)N[C@@H](CCC(=O)[O-])C(=O)[O-] Octanylglutamic acid disodium salt